4-oxo-2,3-dihydro-1,5-benzothiazepine-3-Yl-carbamic acid tert-butyl ester C(C)(C)(C)OC(NC1CSC2=C(NC1=O)C=CC=C2)=O